C(C)OC(=O)C=1C2=C(N=C(N1)N1C=NC=C1)C(=CN2)C 2-(1H-imidazol-1-yl)-7-methyl-5H-pyrrolo[3,2-d]pyrimidine-4-carboxylic acid ethyl ester